(2S,4R)-1-(2-(3-acetyl-5-(pyridazin-4-yl)-1H-indol-1-yl)acetyl)-N-(3-chloro-5-fluorobenzyl)-4-fluoropyrrolidine-2-carboxamide C(C)(=O)C1=CN(C2=CC=C(C=C12)C1=CN=NC=C1)CC(=O)N1[C@@H](C[C@H](C1)F)C(=O)NCC1=CC(=CC(=C1)F)Cl